C(CCCCC)(=O)OC(C)OOC(C)(C)C t-butylperoxy-2-ethyl hexanate